[Ag].[In] indium silver